D-lactate hemihydrate O.C([C@H](O)C)(=O)O.C([C@H](O)C)(=O)O